C18-hydroxyoleic acid OCCCCCCCC\C=C/CCCCCCCC(=O)O